ClC=1C=C2C(=C3C1NC(NC31CCCCC1)=O)OC(=N2)CNCC(CO)(F)F 5-chloro-2-{[(2,2-difluoro-3-hydroxypropyl)amino]methyl}-7,8-dihydro-6H-spiro[[1,3]oxazolo[5,4-f]quinazoline-9,1'-cyclohexane]-7-one